COCCO 2-methoxy-ethanol